2,3-dimethyl-phenyl-propionitrile CC1=C(C=CC=C1C)C(C#N)C